2-(((3-((4,6-dichloro-1,3,5-triazin-2-yl)amino)phenyl)sulfonyl)carbamoyl)isonicotinic acid ClC1=NC(=NC(=N1)Cl)NC=1C=C(C=CC1)S(=O)(=O)NC(=O)C=1C=C(C(=O)O)C=CN1